2-[2-fluoro-4-(1-fluorocyclopropyl)-6-methylphenyl]-6-methoxy-2,5-dihydro-4H-pyrazolo[3,4-d]pyrimidin-4-one FC1=C(C(=CC(=C1)C1(CC1)F)C)N1N=C2N=C(NC(C2=C1)=O)OC